O1C(OCCC1)OCCOC1OCCCO1 1,2-bis((1,3-dioxan-2-yl)oxy)ethane